tert-Butyl 4-((2-hydroxy-2-phenyl-2-(3-(((trifluoromethyl)sulfonyl)oxy)phenyl)acetoxy)methyl)piperidine-1-carboxylate OC(C(=O)OCC1CCN(CC1)C(=O)OC(C)(C)C)(C1=CC(=CC=C1)OS(=O)(=O)C(F)(F)F)C1=CC=CC=C1